N-(1-((5-cyanopyridin-2-yl)methyl)-1H-pyrazol-3-yl-4,5-d2)-2-(4-(1-(trifluoromethyl)cyclopropyl)phenyl)acetamide C(#N)C=1C=CC(=NC1)CN1N=C(C(=C1[2H])[2H])NC(CC1=CC=C(C=C1)C1(CC1)C(F)(F)F)=O